2-nonyloxy-5,6-dihydro-4H-1,3-oxazine C(CCCCCCCC)OC=1OCCCN1